C[C@@H]1CN(C[C@@H](O1)C)C(=O)C=1C2=C(N(N1)CC(=O)N1CCN(CC1)C1=CC(=C(C=C1)F)C)CCC2 2-{3-[(2R,6S)-2,6-Dimethylmorpholin-4-carbonyl]-5,6-dihydrocyclopenta[c]pyrazol-1(4H)-yl}-1-[4-(4-fluoro-3-methylphenyl)piperazin-1-yl]ethan-1-on